trans-3-[(4-chloro-2-fluorobenzyl)oxy]-N-[2-fluoro-3-(5-fluoro-4-methyl-6-oxo-1,6-dihydropyrimidin-2-yl)-4-(trifluoromethyl)benzyl]cyclobutane-1-carboxamide ClC1=CC(=C(CO[C@@H]2C[C@H](C2)C(=O)NCC2=C(C(=C(C=C2)C(F)(F)F)C=2NC(C(=C(N2)C)F)=O)F)C=C1)F